4,4-bis((2-hexylcyclopropyl)methoxy)butyronitrile C(CCCCC)C1C(C1)COC(CCC#N)OCC1C(C1)CCCCCC